N1C=CC2=CC=C(C=C12)C1=NN2C([C@H](N(CC2)C(C=C)=O)C)=C1C1=CC=NC=C1 |r| 1-[(RS)-2-(1H-indol-6-yl)-4-methyl-3-(pyridin-4-yl)-6,7-dihydropyrazolo[1,5-a]pyrazin-5(4H)-yl]prop-2-en-1-one